(R)-methylbenzyl-amine CNCC1=CC=CC=C1